BrC1=CC(=C(C=C1)CCNC(OC(C)(C)C)=O)C(C=1N(C=CN1)C)O tert-butyl N-(2-{4-bromo-2-[hydroxy(1-methylimidazol-2-yl)methyl]phenyl}ethyl)carbamate